ClC1=NN(C(=C1)C)C1=CC=C(C=C1)I 3-chloro-1-(4-iodophenyl)-5-methyl-1H-pyrazole